[1,4]dioxino[2,3-b]pyridine-8-carboxylic acid methyl ester COC(=O)C1=C2C(=NC=C1)OC=CO2